[2-[(4-fluorophenyl)amino]-4-methyl-5-thiazolyl]-3-thienylmethanone FC1=CC=C(C=C1)NC=1SC(=C(N1)C)C(=O)C1=CSC=C1